OC12CCC(CC1)(C2)C2=C(C=CC(=C2B2OC(C(O2)(C)C)(C)C)C)S(=O)(=O)N (4-hydroxybicyclo[2.2.1]heptan-1-yl)-4-methyl-3-(4,4,5,5-tetramethyl-1,3,2-dioxaborolan-2-yl)benzenesulfonamide